C1(=CC=C(C=C1)N(C1=CC=C(C=C1)B(O)O)C1=CC=C(C=C1)C)C (4-(di-p-toluylamino)phenyl)boronic acid